CC1(C2CC=C(C1C2)CCO)C 6,6-dimethyl-bicyclo(3.1.1)hept-2-ene-2-ethanol